(S)-2-(2-(3-ethyl-5,6,7,8-tetrahydro-[1,2,4]triazolo[4,3-a]pyridin-6-yl)-2H-pyrazolo[3,4-b]pyridin-6-yl)-3-methyl-5-(trifluoromethyl)phenol C(C)C1=NN=C2N1C[C@H](CC2)N2N=C1N=C(C=CC1=C2)C2=C(C=C(C=C2C)C(F)(F)F)O